N1N=CC2=CC(=CC=C12)NC=1C=CC=2N(N1)C(=CN2)C=2C=C(C=CC2)C(C(=O)N)NC(C)C {3-{6-[(1H-indazol-5-yl)amino]imidazo[1,2-b]pyridazin-3-yl}phenyl}-2-(isopropylamino)acetamide